formyl-5-nitronicotinic acid ethyl ester C(C)OC(C1=C(N=CC(=C1)[N+](=O)[O-])C=O)=O